N1CCC(CC1)NC1=NC=C(C(=N1)O[C@@H]1COCC1)C(F)(F)F (S)-N-(piperidin-4-yl)-4-((tetrahydrofuran-3-yl)oxy)-5-(trifluoromethyl)pyrimidine-2-amine